N=1N=CN2C1C=CC(=C2)NC(CN2N=C(C(=CC2=O)OC2CN(CC2)C(=O)OC(C)(C)C)C(C)C)=O tert-butyl 3-((1-(2-([1,2,4]triazolo[4,3-a]pyridin-6-ylamino)-2-oxoethyl)-3-isopropyl-6-oxo-1,6-dihydropyridazin-4-yl)oxy)pyrrolidine-1-carboxylate